nonadecane-3,13-dione CCC(CCCCCCCCCC(CCCCCC)=O)=O